COC1=C(C=C(C=C1)N1CCOCC1)S(=O)(=O)N(CC1=CC=C(C=C1)OC)CC1=CC=C(C=C1)OC 2-methoxy-N,N-bis[(4-methoxyphenyl)methyl]-5-morpholino-benzenesulfonamide